4-(((((1R,2S,5R)-2-carbamoyl-7-oxo-1,6-diazabicyclo[3.2.1]octan-6-yl)oxy)sulfonyl)oxy)-3,3-dimethylbutyl propionate C(CC)(=O)OCCC(COS(=O)(=O)ON1[C@@H]2CC[C@H](N(C1=O)C2)C(N)=O)(C)C